N=1C=NN2C1C=C(C=C2)OC2=C(C=C(C=C2)NC2=NC=NN1C2=C(C=C1)C1CCNCC1)C N-(4-([1,2,4]triazolo[1,5-a]pyridin-7-yloxy)-3-methylphenyl)-5-(piperidin-4-yl)pyrrolo[2,1-f][1,2,4]triazin-4-amine